1-(4-(4-amino-7-methyl-5-(4-((6-methylpyridin-2-yl)oxy)phenyl)-7H-pyrrolo[2,3-d]pyrimidin-6-yl)piperidin-1-yl)but-2-yn-1-one NC=1C2=C(N=CN1)N(C(=C2C2=CC=C(C=C2)OC2=NC(=CC=C2)C)C2CCN(CC2)C(C#CC)=O)C